2-(((1R)-1-(2-cyano-3-(8-((dimeth-ylamino)methyl)-6-oxa-9-azaspiro-[4.5]decan-9-yl)-7-methylquinoxalin-5-yl)ethyl)amino)benzoic acid C(#N)C1=NC2=CC(=CC(=C2N=C1N1C(COC2(CCCC2)C1)CN(C)C)[C@@H](C)NC1=C(C(=O)O)C=CC=C1)C